cis-1-(2-(3-methyl-3H-[1,2,3]triazolo[4,5-b]pyridin-6-yl)thieno[2,3-d]pyrimidin-6-yl)-3-(trifluoromethoxy)cyclobutanol CN1N=NC=2C1=NC=C(C2)C=2N=CC1=C(N2)SC(=C1)C1(CC(C1)OC(F)(F)F)O